tert-butyl (1S,2S,3R,5R)-2-fluoro-3-((6-(2-(methoxymethoxy)-4-(1-methyl-1H-pyrazol-4-yl)phenyl)pyridazin-3-yl)oxy)-9-azabicyclo[3.3.1]nonane-9-carboxylate F[C@H]1[C@@H]2CCC[C@H](C[C@H]1OC=1N=NC(=CC1)C1=C(C=C(C=C1)C=1C=NN(C1)C)OCOC)N2C(=O)OC(C)(C)C